(Z)-4-(1-(4-amino-2-fluoro-but-2-en-1-yl)-6-(trifluoromethyl)-1H-benzo[d]imidazol-4-yl)-N-cyclopropylbenzenesulfonamide NC\C=C(\CN1C=NC2=C1C=C(C=C2C2=CC=C(C=C2)S(=O)(=O)NC2CC2)C(F)(F)F)/F